NC=1C(=NC(=C(N1)C1=CC=C(C=C1)F)C1=CC(=NC(=C1)C)C)C(=O)NCC1=C(C=CC=C1)C(F)(F)F 3-amino-6-(2,6-dimethylpyridin-4-yl)-5-(4-fluorophenyl)-N-(2-(trifluoromethyl)benzyl)pyrazine-2-carboxamide